[5-[(1S,2R)-2-isopropylcyclopropyl]-6-methyl-pyridazin-3-yl]-1H-pyrimidine-2,4-dione C(C)(C)[C@@H]1[C@H](C1)C=1C=C(N=NC1C)N1C(NC(C=C1)=O)=O